1-ethyl-3-(3-fluoro-4-((4-(2-fluoro-6-(1H-imidazol-2-yl)pyridin-3-yl)piperidin-1-yl)methyl)pyridin-2-yl)urea C(C)NC(=O)NC1=NC=CC(=C1F)CN1CCC(CC1)C=1C(=NC(=CC1)C=1NC=CN1)F